BrC1=C(C(=C(C=C1)NCCO)[N+](=O)[O-])C 2-(4-bromo-3-methyl-2-nitrophenylamino)ethan-1-ol